methyl N-[5-[8-acetamido-6-[(4-fluoro-3-methoxy-phenyl)-methyl-carbamoyl]imidazo[1,2-a]pyrazin-3-yl]-2-pyridyl]carbamate C(C)(=O)NC=1C=2N(C=C(N1)C(N(C)C1=CC(=C(C=C1)F)OC)=O)C(=CN2)C=2C=CC(=NC2)NC(OC)=O